triazinyl-styrene N1=NN=C(C=C1)C=CC1=CC=CC=C1